5-benzyl-3-bromo-1,2,4-thiadiazole C(C1=CC=CC=C1)C1=NC(=NS1)Br